4-[(Z)-3-[4-[2-(Dimethylamino)ethoxy]phenyl]-3-oxoprop-1-enyl]benzoic acid CN(CCOC1=CC=C(C=C1)C(\C=C/C1=CC=C(C(=O)O)C=C1)=O)C